CC1=C(C(=CC=C1)C)C1=NC(=NC(=C1)OC1=CC=C(C=C1)C(C)(C)O)NS(=O)(=O)C=1C=NNC1 N-[4-(2,6-dimethylphenyl)-6-[4-(1-hydroxy-1-methyl-ethyl)phenoxy]pyrimidin-2-yl]-1H-pyrazole-4-sulfonamide